cyclohexylmethyl ((((2R,3S,4R,5R)-5-(4-aminopyrrolo[2,1-f][1,2,4]triazin-7-yl)-5-cyano-3,4-dihydroxytetrahydrofuran-2-yl)methoxy)(4-(tert-butyl)phenoxy)phosphoryl)-L-alaninate NC1=NC=NN2C1=CC=C2[C@]2([C@@H]([C@@H]([C@H](O2)COP(=O)(OC2=CC=C(C=C2)C(C)(C)C)N[C@@H](C)C(=O)OCC2CCCCC2)O)O)C#N